OC(C(=O)O[C@H]1C[N+](CCC1)(C)C)(C1=CC=CC=C1)C1=CC=CC=C1 (R)-3-(2-hydroxy-2,2-diphenylacetoxy)-1,1-dimethylpiperidin-1-ium